methyl 4-azido-2-chloronicotinate N(=[N+]=[N-])C1=CC=NC(=C1C(=O)OC)Cl